CS(=O)(=O)N1CCCC2=CC=C(C=C12)[N+](=O)[O-] 1-(methylsulfonyl)-7-nitro-1,2,3,4-tetrahydroquinoline